ClC1=C(C=C(C=C1)C(=O)NCC1=C(C=CC=C1)C)C(=O)NC1=CC=CC=C1 4-chloro-N1-[(2-methylphenyl)methyl]-N3-phenylbenzene-1,3-dicarboxamide